2-(2-chlorophenyl)-N-{6-[1-(difluoromethyl)-1H-Pyrazol-4-yl]-5-sulfamoylpyridin-3-yl}acetamide ClC1=C(C=CC=C1)CC(=O)NC=1C=NC(=C(C1)S(N)(=O)=O)C=1C=NN(C1)C(F)F